C(C)(C)C1OCC(O1)=C 2-Isopropyl-4-methylen-1,3-dioxolan